ethan-1-amine fumarate C(\C=C\C(=O)O)(=O)O.C(C)N